[2-[2-bromo-4-fluoro-5-[3-methyl-2,6-dioxo-4-(trifluoromethyl)pyrimidin-1-yl]phenoxy]phenoxy]-2-methoxy-acetic acid BrC1=C(OC2=C(OC(C(=O)O)OC)C=CC=C2)C=C(C(=C1)F)N1C(N(C(=CC1=O)C(F)(F)F)C)=O